C(=O)[O-].Cl[N+]1=CC(=CC=C1)C1CC1 chloro-3-cyclopropylpyridinium formate